FC=1C=C(C=C(C1C(COC)(C)C)F)NC(=O)[C@@H]1N(CCC2=CC(=CC=C12)OC)C(CC1=CC(=NO1)O)=O (1R)-N-(3,5-difluoro-4-(1-methoxy-2-methylpropan-2-yl)phenyl)-6-methoxy-2-((3-hydroxy-1,2-oxazol-5-yl)acetyl)-1,2,3,4-tetrahydro-isoquinoline-1-carboxamide